(E)-4-hydroxy-2-(thiazol-4-yl)-N'-(thiophen-3-ylmethylene)pyrimidine-5-carbohydrazide OC1=NC(=NC=C1C(=O)N/N=C/C1=CSC=C1)C=1N=CSC1